N-(4-((R)-3-methyl-2,6-dioxopiperidin-3-yl)pyridin-2-yl)acetamide hydrochloride Cl.C[C@]1(C(NC(CC1)=O)=O)C1=CC(=NC=C1)NC(C)=O